CN1C=CC2=CC=CC(=C12)C1CCN(CC1)C(=O)OC(C)(C)C Tert-butyl 4-(1-methylindol-7-yl)piperidine-1-carboxylate